2-[6-benzyloxy-4-(methoxymethyl)-9H-pyrido[3,4-b]indol-3-yl]oxazole C(C1=CC=CC=C1)OC=1C=C2C3=C(NC2=CC1)C=NC(=C3COC)C=3OC=CN3